8,8-dioxo-15-oxa-8λ6-thia-1,9,11,18,22-pentazatetracyclo[14.4.1.13,7.110,14]tricosa-3,5,7(23),10(22),11,13-hexaen-2-one O=S1(C=2C=CC=C(C(N3CCNCC(OC4=CC=NC(N1)=N4)C3)=O)C2)=O